FC=1C=C2C(=NC1)NC=C2CC(=O)O 2-(5-fluoro-1H-pyrrolo[2,3-b]pyridin-3-yl)acetic acid